ClC1=CC=C(C2=C1CCO2)COC2=CC=CC(=N2)C2CCN(CC2)CC2=NC1=C(N2C)C=C(C=C1OC(F)F)C(=O)O 2-((4-(6-((4-Chloro-2,3-dihydrobenzofuran-7-yl)methoxy)pyridin-2-yl)piperidin-1-yl)methyl)-4-(difluoromethoxy)-1-methyl-1H-benzo[d]imidazole-6-carboxylic acid